(4-(naphthalen-2-yl-(phenyl)amino)phenyl)boronic acid C1=C(C=CC2=CC=CC=C12)N(C1=CC=C(C=C1)B(O)O)C1=CC=CC=C1